2-(2-((5-Bromo-2-((5-methoxy-2-methyl-4-(4-(4-methylpiperazin-1-yl)piperidin-1-yl)Phenyl)amino)pyrimidin-4-yl)amino)-3-fluorophenyl)propan-2-ol BrC=1C(=NC(=NC1)NC1=C(C=C(C(=C1)OC)N1CCC(CC1)N1CCN(CC1)C)C)NC1=C(C=CC=C1F)C(C)(C)O